tert-Butyl ((S)-4-(4-nitrophenyl)-1-((S)-2-oxopyrrolidin-3-yl)but-3-yn-2-yl)carbamate [N+](=O)([O-])C1=CC=C(C=C1)C#C[C@H](C[C@H]1C(NCC1)=O)NC(OC(C)(C)C)=O